2-((4-chlorophenyl)amino)thiazole-4-carboxamide ClC1=CC=C(C=C1)NC=1SC=C(N1)C(=O)N